N-(4-{[6-(5-chloro-2-fluorophenyl)-3-methanesulfinylpyridazin-4-yl]amino}pyridin-2-yl)-3-(4-methylpiperazin-1-yl)propanamide ClC=1C=CC(=C(C1)C1=CC(=C(N=N1)S(=O)C)NC1=CC(=NC=C1)NC(CCN1CCN(CC1)C)=O)F